3-(4-phenyl-1,2,3,6-tetrahydropyridin-2-yl)pyridine dihydrochloride Cl.Cl.C1(=CC=CC=C1)C=1CC(NCC1)C=1C=NC=CC1